C(C1=CC=CC=C1)N1CC2(C1)CC(C2)NC(=O)N2[C@@H](CN(C[C@@H]2C)C2=NC1=CC=C(C=C1N=C2)C(F)(F)F)C (2R,6S)-N-{2-benzyl-2-azaspiro[3.3]heptan-6-yl}-2,6-dimethyl-4-[6-(trifluoromethyl)quinoxalin-2-yl]piperazine-1-carboxamide